7-(4-methoxyphenyl)-N-(5-(1-methylpiperidin-4-yl)pyridin-2-yl)quinolin-4-amine COC1=CC=C(C=C1)C1=CC=C2C(=CC=NC2=C1)NC1=NC=C(C=C1)C1CCN(CC1)C